N1=CC=C(C=C1)CN(C(=S)SSC(N(CC1=CC=NC=C1)CC)=S)CC bis(N-(4-pyridylmethyl) ethylthiocarbamoyl) disulphide